6,7-dimethoxy-4(1H)-quinolinone COC=1C=C2C(C=CNC2=CC1OC)=O